C(#N)C1=CC2=C(N3[C@@H](C=NS2(=O)=O)CCC3)N=C1 (R)-3-Cyano-5,5-dioxido-7a,8,9,10-tetrahydropyrido[2,3-f]pyrrolo[2,1-d][1,2,5]thiadiazepin